1,3,5-tri-tert-butyl-benzene tert-Butyl-6-((4-((5-cyclopropyl-1H-pyrazol-3-yl)amino)pyrimidin-2-yl)amino)-2-azaspiro[3.3]heptane-2-carboxylate C(C)(C)(C)OC(=O)N1CC2(C1)CC(C2)NC2=NC=CC(=N2)NC2=NNC(=C2)C2CC2.C(C)(C)(C)C2=CC(=CC(=C2)C(C)(C)C)C(C)(C)C